ClC1=C(C#N)C=CC(=C1C)N1C(OC(C1)COC1=CC=NC=C1)C(F)(F)F 2-Chloro-3-methyl-4-(5-((pyridin-4-yloxy)methyl)-2-(trifluoromethyl)oxazolidin-3-yl)benzonitril